O1CCC(CC1)N1C(=NC(=C1)C(F)(F)F)C1=CC=C(C=C1)CO (4-(1-(tetrahydro-2H-pyran-4-yl)-4-(trifluoromethyl)-1H-imidazol-2-yl)phenyl)methanol